[(2S,3R)-7-(6-tert-Butyl-7-methyl-pyrrolo[2,3-d]pyrimidin-2-yl)-3-isopropoxy-3,4,5,6-tetrahydro-2H-azepin-2-yl]methanol C(C)(C)(C)C1=CC2=C(N=C(N=C2)C=2CCC[C@H]([C@@H](N2)CO)OC(C)C)N1C